FC1=C(C=C(C=C1)OC(F)(F)F)CCC(=O)O 3-(2-fluoro-5-(trifluoromethoxy)phenyl)propionic acid